ClC=1C(=C(C(=CC1)N1N=NN=C1)/C=C/C(=O)N[C@H](C(=O)NC1=CC=C(C(=O)O)C=C1)CC1=CC=C(C=C1)NC(COCCOC)=O)F (S,E)-4-(2-(3-(3-Chloro-2-fluoro-6-(1H-tetrazol-1-yl)phenyl)acrylamido)-3-(4-(2-(2-Methoxyethoxy)acetamido)phenyl)propionamido)benzoic acid